1,1-bis(allyloxy)butane C(C=C)OC(CCC)OCC=C